C(C1=CC=CC=C1)OC(=O)N[C@H]1C[C@H](N(C1)C(=O)OC(C)(C)C)C(=O)OC (2S,4S)-1-tert-butyl 2-methyl 4-(((benzyloxy)carbonyl)amino)pyrrolidine-1,2-dicarboxylate